CN1C=NC=C1C(CC#N)N1N=CC(=C1)C1=C2C(=NC=C1)NC=C2 3-(1-methyl-1H-imidazol-5-yl)-3-[4-(1H-pyrrolo[2,3-b]pyridin-4-yl)-1H-pyrazol-1-yl]propanenitrile